C(C=1C(C(=O)O)=CC=CC1)(=O)O.C(CO)O Ethylene glycol phthalate